C1(CCC1)CN1C(N(CC12CCC(CC2)(C2=CC=CC=C2)N(C)C)C2=C(C#N)C=C(C=C2)S(=O)(=O)C)=O cis-2-[1-(cyclobutyl-methyl)-8-dimethylamino-2-oxo-8-phenyl-1,3-diazaspiro[4.5]decan-3-yl]-5-methylsulfonyl-benzonitrile